N1=CC=C(C=C1)[C@@H](C)N (R)-1-(pyridin-4-yl)ethane-1-amine